5-(dimethylamino)-2-fluoro-4-((piperidin-1-ylsulfonyl)carbamoyl)benzoic acid CN(C=1C(=CC(=C(C(=O)O)C1)F)C(NS(=O)(=O)N1CCCCC1)=O)C